4-((5-chloro-7-(2-((4-methyl-3-(methyl-d3)-2,6-dioxo-3,6-dihydropyrimidin-1(2H)-yl)methyl)thieno[3,2-b]pyridin-7-yl)-1H-indol-1-yl)methyl)piperidine-4-carbonitrile ClC=1C=C2C=CN(C2=C(C1)C1=C2C(=NC=C1)C=C(S2)CN2C(N(C(=CC2=O)C)C([2H])([2H])[2H])=O)CC2(CCNCC2)C#N